phthalic acid diamide C(C=1C(C(=O)N)=CC=CC1)(=O)N